N1=NC=C2N1CCCC2=O 6H,7H-[1,2,3]triazolo[1,5-a]pyridin-4-one